The molecule is a 4-O-(1H-indol-3-ylcarbonyl)ascaroside derived from (5R)-5-hydroxyhexanoic acid. It is a metabolite of the nematode Caenorhabditis elegans. It has a role as a Caenorhabditis elegans metabolite. It is a 4-O-(1H-indol-3-ylcarbonyl)ascaroside, a monocarboxylic acid and an (omega-1)-hydroxy fatty acid ascaroside. It derives from an ascr#12 and a (5R)-5-hydroxyhexanoic acid. C[C@H]1[C@@H](C[C@H]([C@@H](O1)O[C@H](C)CCCC(=O)O)O)OC(=O)C2=CNC3=CC=CC=C32